O[C@@H]1[C@@]2(C[C@@H]2C([C@@H]1O)N1C2=NC(=NC(=C2N=C1)NCC1=NC=CC(=C1)C)C=1C=NC=C(C1)C)C(=O)NC=C (1S,2R,3S,5S)-2,3-dihydroxyl-4-(6-(((4-methylpyridin-2-yl)methyl)amino)-2-(5-methylpyridin-3-yl)-9H-purin-9-yl)-N-vinylbicyclo[3.1.0]hexane-1-formamide